[Pb].[Sn]=[Se] tin selenide lead